(R,6S)-N-((8-fluoro-1,2,3,5,6,7-hexahydro-s-indacen-4-yl)carbamoyl)-6-(methylamino)-6,7-dihydro-5H-pyrazolo[5,1-b][1,3]oxazine-3-sulfonimidamide FC=1C=2CCCC2C(=C2CCCC12)NC(=O)N[S@](=O)(=N)C=1C=NN2C1OC[C@H](C2)NC